COC=1C=C(CN(C2=NC=CC=C2)CC2=CC(=CC=C2)N2CCCC2)C=CC1 N-(3-methoxybenzyl)-N-(3-(pyrrolidin-1-yl)benzyl)pyridin-2-amine